C(C=C)(=O)N1CC(CC1)C=1C=C(N2C=NC=CC21)C2=CC=C(C(=O)NC1=NC=CC(=C1)C1CC1)C=C2 4-(5-(1-acryloylpyrrolidin-3-yl)pyrrolo[1,2-c]pyrimidin-7-yl)-N-(4-cyclopropylpyridin-2-yl)benzamide